(5-(4,4-difluoropiperidin-1-yl)-9-methoxy-8-(3-(pyrrolidin-1-yl)propoxy)-2,3-dihydroimidazo[1,2-c]quinazolin-2-yl)methanol FC1(CCN(CC1)C1=NC=2C=C(C(=CC2C=2N1CC(N2)CO)OC)OCCCN2CCCC2)F